4-FLUORo-1H-PYRAZOL FC=1C=NNC1